C(C)(C)(C)OC(=O)N1CC(C1)COC(=O)C=1C(=CC=CC1)C 3-((toluoyloxy)methyl)azetidine-1-carboxylic acid tert-butyl ester